NC=1C(N(C=CC1)C1C(C1)(F)F)=O 3-amino-1-(2,2-difluorocyclopropyl)pyridin-2(1H)-one